ClC=1N=C(C(=NC1)N)C#C[Si](C)(C)C 5-chloro-3-((trimethylsilyl)ethynyl)pyrazin-2-amine